1-tricyclo[3.3.1.13,7]decan-1-yl 2,2-difluoro-2-sulfoacetate FC(C(=O)OC12CC3CC(CC(C1)C3)C2)(S(=O)(=O)O)F